CCCC/C=C\C/C=C\CCCCCCCC(=O)OC[C@H](COP(=O)([O-])OCC[N+](C)(C)C)OC(=O)CCCCCCC/C=C\C/C=C\CCCC 1,2-di-(9Z,12Z-heptadecadienoyl)-sn-glycero-3-phosphocholine